FC1=CC=CC2=C1N=C(O2)[C@H]2N(CCC1=C2N=CN1)C(=O)C1=CN=C(O1)C(C)(C)O (S)-(4-(4-fluorobenzo[d]oxazol-2-yl)-6,7-dihydro-1H-imidazo[4,5-c]pyridin-5(4H)-yl)(2-(2-hydroxypropan-2-yl)oxazol-5-yl)methanone